9-{4-[(3-fluorobenzyl)oxy]phenyl}-3,4-dihydropyrido[2,1-c][1,2,4]thiadiazine 2,2-dioxide FC=1C=C(COC2=CC=C(C=C2)C2=CC=CN3C2=NS(CC3)(=O)=O)C=CC1